(3ar,4s,6r,6ar)-6-methoxy-2,2-dimethyltetrahydrofurano[3,4-d][1,3]dioxole-4-carbaldehyde CO[C@@H]1O[C@@H]([C@@H]2[C@H]1OC(O2)(C)C)C=O